methyl-tert-butylbis(ethoxymethyl)silane C[Si](COCC)(COCC)C(C)(C)C